5-(azetidin-3-yl)-N-(5-methoxy-2-pyridinyl)-N-methyl-pyridin-2-amine N1CC(C1)C=1C=CC(=NC1)N(C)C1=NC=C(C=C1)OC